3-nitro-1,5-naphthyridin-2(1H)-one [N+](=O)([O-])C=1C(NC2=CC=CN=C2C1)=O